FC(OC=1C=C(C=CC1)CNC(=O)C=1N=NN(C1)CCCCN1N=NC(=C1)C(=O)NCC1=NC=C(C=C1)C(F)(F)F)(F)F 1-{4-[4-({[3-(trifluoromethoxy)phenyl]methyl}carbamoyl)-1H-1,2,3-triazol-1-yl]butyl}-N-{[5-(trifluoromethyl)pyridin-2-yl]methyl}-1H-1,2,3-triazole-4-carboxamide